ClC=1C=C2C(=CC1)NC(C21CCN(CC1)CCOC1=CC=2N=CN=C(C2N=C1)N1CC(C1)(C)O)=O 5-chloro-1'-(2-{[4-(3-hydroxy-3-methylazetidin-1-yl)pyrido[3,2-d]pyrimidin-7-yl]oxy}ethyl)-1,2-dihydrospiro[indole-3,4'-piperidin]-2-one